NC1=CC(=CC2=CC(=CC(=C12)S(=O)(=O)O)S(=O)(=O)O)S(=O)(=O)O 1-aminonaphthalene-3,6,8-trisulfonic acid